ClC=1C=NN(C1CC1N(C(C2=CC=CC=C12)=O)CC1=CN=C(O1)O)C 3-((4-chloro-1-methyl-1H-pyrazol-5-yl)methyl)-2-((2-hydroxyoxazol-5-yl)methyl)isoindolin-1-one